N-(cyclopropylmethyl)-N-(1-(4-fluoro-3-(trifluoromethyl)phenyl)cyclopropyl)azetidin-3-Amin C1(CC1)CN(C1CNC1)C1(CC1)C1=CC(=C(C=C1)F)C(F)(F)F